ClC1=CC=C(C=C1)C1OC(=C(C1=O)OC(=S)NCC1=CC=CC=C1)N 2-(4-chlorophenyl)-4-[[benzylaminothiocarbonyl]oxy]-5-amino-3(2H)-furanone